C(=O)(O)C1=C(C(=O)NC=2C=C(C=CC2C(=O)O)C2=C(C=C(C=C2)Cl)Cl)C=C(C=C1)C(N=S(=O)(C)C)=O 3-(2-carboxy-5-((dimethyl(oxo)-λ6-sulfanylidene)carbamoyl)benzamido)-2',4'-dichloro-[1,1'-biphenyl]-4-carboxylic acid